5-amino-1-β-D-ribofuranosyl-imidazole-4-carboxamide oxime NC1=C(N=CN1[C@H]1[C@H](O)[C@H](O)[C@H](O1)CO)C(N)=NO